C(C=C)(=O)O.C(C=C)(=O)O.C(C=C)(=O)O.C(C=C)(=O)O.CC(C)(C)C dimethyl-propane tetraacrylate